C(C)COCCOCCOCCOCCOCCO pentaethylene glycol ethylmethyl ether